C(C)(=O)OC1C(OCC1OC(C)=O)C#N 2-cyanotetrahydrofuran-3,4-diyl diacetate